N[C@H]1CS(C2=C(N(C1=O)CC1=CC=C(C=C1)OC(F)(F)F)C=C(C(=C2)F)C2=NOC(=N2)C2(COC2)N)(=O)=O (3R)-3-amino-7-[5-(3-aminooxetan-3-yl)-1,2,4-oxadiazol-3-yl]-8-fluoro-1,1-dioxo-5-[[4-(trifluoromethoxy)phenyl]methyl]-2,3-dihydro-1lambda6,5-benzothiazepin-4-one